3-(6-(9-(4-(4-nitrophenyl)piperazin-1-yl)-3-azaspiro[5.5]undecan-3-yl)-1-oxoisoindolin-2-yl)piperidine-2,6-dione [N+](=O)([O-])C1=CC=C(C=C1)N1CCN(CC1)C1CCC2(CCN(CC2)C2=CC=C3CN(C(C3=C2)=O)C2C(NC(CC2)=O)=O)CC1